C(=O)(O)C1=C(C=C(C=C1)B(O)O)F 4-carboxy-3-fluorophenylboronic acid